O=CCCCCC(=O)OCC1=CC=CC=C1N1[C@H]([C@@H]([C@@H]([C@H](C1)NC(C)=O)O)O)CC=C 6-[(2S,3S,4R,5S)-5-acetamido-2-allyl-3,4-dihydroxy-1-piperidinyl]-benzyl 6-oxo-hexanoate